BrC=1C=C2C(=CN1)NC(=C2)C(=O)N(C)C2COCC=1NC(C=3C=C(C(=CC3C12)F)F)=O 5-bromo-N-(8,9-difluoro-6-oxo-1,4,5,6-tetrahydro-2H-pyrano[3,4-c]isoquinolin-1-yl)-N-methyl-1H-pyrrolo[2,3-c]pyridine-2-carboxamide